CC(CCC=CC)C1=C(C=CC=C1)O Hept-5-en-2-ylphenol